5-(2-chloro-5-(isobutyrylaminomethyl)benzoylamino)-1-(methoxymethyl)-N-(3-(trifluoromethyl)phenyl)-1H-indole-2-carboxamide ClC1=C(C(=O)NC=2C=C3C=C(N(C3=CC2)COC)C(=O)NC2=CC(=CC=C2)C(F)(F)F)C=C(C=C1)CNC(C(C)C)=O